BrC1=NC=C(C=C1N(C(OC(C)(C)C)=O)C(=O)OC(C)(C)C)F tert-butyl N-(2-bromo-5-fluoropyridin-3-yl)-N-(tert-butoxycarbonyl)carbamate